CN1N=C(C(=C1)CN1C=2N(C3=CC=C(C=C3C1=O)S(=O)(=O)NC1(CC1)C)[C@@H](CN2)C)C (R)-4-((1,3-dimethyl-1H-pyrazol-4-yl)methyl)-1-methyl-N-(1-methylcyclopropyl)-5-oxo-1,2,4,5-tetrahydroimidazo[1,2-a]quinazoline-7-sulfonamide